tert-Butyl-(2'R,3'R)-2'-hydroxy-3'-((S)-5H-imidazo[5,1-a]isoindol-5-yl)-3-azaspiro[bicyclo-[3.2.1]octan-8,1'-cyclobutan]-3-carboxylat C(C)(C)(C)OC(=O)N1CC2CCC(C1)C21[C@@H]([C@H](C1)[C@@H]1N2C(C3=CC=CC=C13)=CN=C2)O